N-(prop-2-yn-1-yl)pyrimidine-5-carboxamide C(C#C)NC(=O)C=1C=NC=NC1